ClC=1C=C(C=CC1)C=1N=C(SC1)NC(=N)N (4-(3-chlorophenyl)-1,3-thiazol-2-yl)guanidine